12-(perfluorot-butoxy)dodecylamine FC(C(C(F)(F)F)(C(F)(F)F)OCCCCCCCCCCCCN)(F)F